NCC=1C=C(C=CC1OC(F)(F)F)NC1=NOC(C1)(C(F)(F)F)C1=CC(=C(C(=C1)Cl)F)Cl N-(3-(aminomethyl)-4-(trifluoromethoxy)phenyl)-5-(3,5-dichloro-4-fluorophenyl)-5-(trifluoromethyl)-4,5-dihydroisoxazol-3-amine